NCCCC(=O)OCC ethyl γ-aminobutyrate